ClC=1C(=NC=C(N1)OC1CCN(CC1)C)C 3-chloro-2-methyl-5-((1-methylpiperidin-4-yl)oxy)pyrazine